P(=O)(O)(OP(=O)(O)O)C1CCCCCCCCCCCCC1 diphosphocyclotetradecan